OCC1C(CC[C@H]2C(CCC[C@]12C)(C)C)=O (4aS,8aS)-1-(hydroxymethyl)-5,5,8a-trimethyloctahydronaphthalen-2(1H)-one